2-[(R)-4-(6-benzyl-4,5-dimethyl-pyridazin-3-yl)-2-methyl-3,4,5,6-tetrahydro-2H-[1,2']bipyrazinyl-5'-yl]-propane-1,2-diol C(C1=CC=CC=C1)C1=C(C(=C(N=N1)N1C[C@H](N(CC1)C1=NC=C(N=C1)C(CO)(C)O)C)C)C